C(CCCCCCCCCCCCCCCCC)C(C(C(C(=O)O)(CCCCCCCCCCCCCCCCCC)CCCCCCCCCCCCCCCCCC)(O)C(=O)O)C(=O)O.CN(C)C1=CC=C(C=C1)P(C(C)(C)C)C(C)(C)C [4-(N,N-dimethylamino)phenyl]di-tert-butylphosphine tri-stearyl-citrate